C(N)(OCCCOC=1C(=NC(=C2C=C(C(N(C12)C)=O)C1(CCN(CC1)C(C)=O)O)NC(C)C1=C(C(=CC=C1)C(F)F)F)C)=O 2-((3-(1-acetyl-4-hydroxypiperidin-4-yl)-5-((1-(3-(difluoromethyl)-2-Fluorophenyl)ethyl)amino)-1,7-dimethyl-2-oxo-1,2-dihydro-1,6-naphthyridin-8-yl)oxy)ethyl(methyl) Carbamate